FC(C(=O)O)(F)F.FC(C(=O)O)(F)F.N1CC(CCC1)O piperidin-3-ol bis(2,2,2-Trifluoroacetate)